C(C)(C)(C)OC(NC1=CC=C(C=C1)CN1CCCC1)=O (4-(pyrrolidin-1-ylmethyl)phenyl)carbamic acid tert-butyl ester